OC=1C=C(C=C(C1C1C=C(CCC1C(C)C)C)O)\C=C\C1=CC=CC=C1 3,5-dihydroxy-4-[(3''S-4''R)-p-menthenyl]Trans-stilbene